7-(3-((3-fluoro-2-methylphenyl)amino)-7,8-dihydro-1,6-naphthyridin-6(5H)-yl)-8-methyl-4H-pyrimido[1,2-b]pyridazin-4-one FC=1C(=C(C=CC1)NC=1C=NC=2CCN(CC2C1)C=1C(=CC=2N(N1)C(C=CN2)=O)C)C